2-phenyl-5-(4-(4,4,5,5-tetramethyl-1,3,2-dioxaborolan-2-yl)phenyl)-1,3,4-oxadiazole C1(=CC=CC=C1)C=1OC(=NN1)C1=CC=C(C=C1)B1OC(C(O1)(C)C)(C)C